di(4-methylphenyl)phosphorus oxide CC1=CC=C(C=C1)[P](C1=CC=C(C=C1)C)=O